(S)-6-(((1-(6-aminopyridin-3-yl)piperidin-3-yl)(2-fluoro-4-(trifluoromethyl)benzyl)amino)methyl)-9,10-difluoro-2,3-dihydro-7H-[1,4]oxazino[2,3,4-ij]quinolin-7-one NC1=CC=C(C=N1)N1C[C@H](CCC1)N(CC1=C(C=C(C=C1)C(F)(F)F)F)CC1=CN2C3=C(C(=C(C=C3C1=O)F)F)OCC2